isotridecanol (trimellitate) C(C=1C(C(=O)O)=CC(C(=O)O)=CC1)(=O)O.C(CCCCCCCCCC(C)C)O